C[C@]12CC[C@H]3[C@H]([C@@H]1CC[C@@H]2C(=O)CO)CC=C4[C@@]3(CC[C@@H](C4)O)C The molecule is a hydroxypregnenolone that is pregnenolone which has been substituted by a hydroxy group at position 21. It has a role as a mouse metabolite. It is a hydroxypregnenolone, a 21-hydroxy steroid and a primary alpha-hydroxy ketone.